ClC1=C(C(=C(C=C1OC)OC)Cl)C1=CC2=C(N=C(N=C2)N[C@H]2[C@H](COC2)NC(C=C)=O)C(=N1)NCCN(C)C N-((3R,4S)-4-((6-(2,6-dichloro-3,5-dimethoxyphenyl)-8-((2-(dimethylamino)ethyl)amino)pyrido[3,4-d]pyrimidin-2-yl)amino)tetrahydrofuran-3-yl)acrylamide